OCCC(COC(C1=CC=CC=C1)=O)=C benzoic acid 4-hydroxy-2-methylene-butyl ester